N-(((2S,4S)-4-hydroxypyrrolidin-2-yl)methyl)-4-(5-methyl-7H-pyrrolo[2,3-d]pyrimidin-4-yl)-3,4-dihydro-2H-1,4-thiazine-6-carboxamide hydrochloride Cl.O[C@H]1C[C@H](NC1)CNC(=O)C1=CN(CCS1)C=1C2=C(N=CN1)NC=C2C